5-{2-[({8-[(2,6-dimethylbenzyl)amino]-2,3-dimethylimidazo[1,2-a]pyridin-6-yl}carbonyl)-amino]ethoxy}-5-oxopentanoic acid CC1=C(CNC=2C=3N(C=C(C2)C(=O)NCCOC(CCCC(=O)O)=O)C(=C(N3)C)C)C(=CC=C1)C